CN1N=CC(=C1C1=CC(=NC(=C1)N1[C@@H](COCC1)C)NC1=CC(=NN1C(=O)OC(C)(C)C)C)C tert-butyl (R)-5-((4-(1,4-dimethyl-1H-pyrazol-5-yl)-6-(3-methylmorpholino) pyridin-2-yl) amino)-3-methyl-1H-pyrazole-1-carboxylate